4-(cyclooctyloxy)-2-methylene-4-oxobutanoic acid C1(CCCCCCC1)OC(CC(C(=O)O)=C)=O